2-({4-[2-(azetidin-1-yl)quinolin-7-yl]phenyl}methyl)-5-phenyl-1,2-dihydro-2,7-naphthyridin-1-one N1(CCC1)C1=NC2=CC(=CC=C2C=C1)C1=CC=C(C=C1)CN1C(C2=CN=CC(=C2C=C1)C1=CC=CC=C1)=O